4-((1R,5S)-3,8-diazabicyclo[3.2.1]oct-3-yl)-8-fluoro-7-(8-chloronaphthyl)-2-(((2R,7aS)-2-fluorotetrahydro-1H-pyrrolizin-7a(5H)-yl)methoxy)-5-(propynyl)pyrido[4,3-d]pyrimidine [C@H]12CN(C[C@H](CC1)N2)C=2C1=C(N=C(N2)OC[C@]23CCCN3C[C@@H](C2)F)C(=C(N=C1C#CC)C1=CC=CC2=CC=CC(=C12)Cl)F